CC(CC#C)(C)C1=NN=C(O1)C=1C(=CC2=C(N(C([C@H](CS2)NC(OC(C)(C)C)=O)=O)CC2=CC=C(C=C2)OC(F)(F)F)C1)F tert-butyl N-[(3R)-7-[5-(1,1-dimethylbut-3-ynyl)-1,3,4-oxadiazol-2-yl]-8-fluoro-4-oxo-5-[[4-(trifluoromethoxy)phenyl]methyl]-2,3-dihydro-1,5-benzothiazepin-3-yl]carbamate